2-chloro-4-phenyl-6-(3-phenylphenyl)-1,3,5-triazine ClC1=NC(=NC(=N1)C1=CC=CC=C1)C1=CC(=CC=C1)C1=CC=CC=C1